CN1N=C2[C@@H](N(CCC2=C1C1=NN(C(=C1)C(F)(F)F)C)C(=O)C=1C2=C(C=NC1)N=CS2)C (S)-(2,7-Dimethyl-3-(1-methyl-5-(trifluoromethyl)-1H-pyrazol-3-yl)-2,4,5,7-tetrahydro-6H-pyrazolo[3,4-c]pyridin-6-yl)(thiazolo[4,5-c]pyridin-7-yl)methanone